(R)-3-(4-(6-amino-5-(4-amino-2-fluorophenyl)pyridin-3-yl)phenoxy)-1-(oxetan-3-ylmethyl)pyrrolidin-2-one NC1=C(C=C(C=N1)C1=CC=C(O[C@H]2C(N(CC2)CC2COC2)=O)C=C1)C1=C(C=C(C=C1)N)F